C(C)(=O)N1C(CC(C1)C1=CC(=C(C=C1)OC(F)F)O)C(=O)O 1-acetyl-4-(4-(difluoromethoxy)-3-(hydroxy)phenyl)pyrrolidine-2-carboxylic acid